NC1=C2C(=NC=N1)N(N=C2C2=CC=C(C=C2)OC2=C(C=CC(=C2)F)F)[C@H]2CN(CCC2)C(=O)C(C#N)=CC2CC2 (R)-2-(3-(4-amino-3-(4-(2,5-difluorophenoxy)phenyl)-1H-pyrazolo[3,4-d]pyrimidin-1-yl)piperidine-1-carbonyl)-3-cyclopropylacrylonitrile